NC1=NC=CC=C1C1=NC=2C(=NC(=CC2)C=2C=NC=CC2)N1C1=CC=C(CNCCC2=CC(=C(C=O)C=C2)O)C=C1 4-(2-((4-(2-(2-aminopyridin-3-yl)-5-(pyridin-3-yl)-3H-imidazo[4,5-b]pyridin-3-yl)benzyl)amino)ethyl)-2-hydroxybenzaldehyde